ClCCCC1=NN2C(=NC=3C(=CC=CC3C2=N1)OC)N 2-(3-chloropropyl)-7-methoxy-[1,2,4]triazolo[1,5-c]quinazolin-5-amine